FC1(CCN(CC1)C=1C=2N(C=C(C1)NC(OC(C)(C)C)=O)N=CC2)F tert-butyl (4-(4,4-difluoropiperidin-1-yl)pyrazolo[1,5-a]pyridin-6-yl)carbamate